2-(4-(2,4-dioxotetrahydropyrimidin-1(2H)-yl)-3-methylphenoxy)acetaldehyde O=C1N(CCC(N1)=O)C1=C(C=C(OCC=O)C=C1)C